4-[[3-(4-methoxyphenyl)imidazo[1,2-a]pyrazin-8-yl]amino]-2-methyl-N-[2-[2-(triazol-1-yl)ethoxy]ethyl]benzamide COC1=CC=C(C=C1)C1=CN=C2N1C=CN=C2NC2=CC(=C(C(=O)NCCOCCN1N=NC=C1)C=C2)C